5-(2-isopropyl-6-piperazin-1-yl-3-pyridyl)-1,3-dimethyl-pyridin-2-one C(C)(C)C1=NC(=CC=C1C=1C=C(C(N(C1)C)=O)C)N1CCNCC1